(S)-5-methyl-N-(3-(1-((3-(1-methyl-1H-pyrazol-4-yl)-1H-pyrazolo[3,4-b]pyrazin-5-yl)amino)ethyl)phenyl)nicotinamide CC=1C=NC=C(C(=O)NC2=CC(=CC=C2)[C@H](C)NC=2N=C3C(=NC2)NN=C3C=3C=NN(C3)C)C1